C12N(CC(NC1)CC2)C2=CC=C(C=N2)C=2C=C(NC2)C=2C=NN(C2)C 4-(6-(2,5-diazabicyclo[2.2.2]oct-2-yl)pyridin-3-yl)-2-(1-methyl-1H-pyrazol-4-yl)-1H-pyrrole